5-((naphthalen-2-yl)methoxy)isobenzofuran C1=C(C=CC2=CC=CC=C12)COC1=CC2=COC=C2C=C1